NCCCCCC[C@H]1O[C@@H]([C@@H]([C@@H]([C@H]1NC(C)=O)O)O)CO N-((2R,3R,4R,5R,6R)-2-(6-aminohexyl)-4,5-dihydroxy-6-(hydroxymethyl)tetrahydro-2H-pyran-3-yl)acetamide